7-bromo-1,4-dimethyl-2,3-dioxo-1,2,3,4-tetrahydroquinoxaline-6-carboxylic acid ethyl ester C(C)OC(=O)C=1C=C2N(C(C(N(C2=CC1Br)C)=O)=O)C